1-(2-(4-(benzo[b]thiophen-6-yl)-1H-imidazol-2-yl)piperidin-1-yl)-2-(methylthio)propan-1-one S1C2=C(C=C1)C=CC(=C2)C=2N=C(NC2)C2N(CCCC2)C(C(C)SC)=O